7-bromo-1-((2-(trimethylsilyl)ethoxy)methyl)-1H-indazol BrC=1C=CC=C2C=NN(C12)COCC[Si](C)(C)C